C1(=CCCC1)B(O)O (cyclopent-1-en-1-yl)boronic acid